Methyl 2-((2S)-2-((((2-(3-chlorobenzyl)cyclopentyl)oxy)carbonyl)amino)-3-cyclohexylpropanamido)-3-(2-oxo-1-azaspiro[4.5]decan-3-yl)propanoate ClC=1C=C(CC2C(CCC2)OC(=O)N[C@H](C(=O)NC(C(=O)OC)CC2C(NC3(C2)CCCCC3)=O)CC3CCCCC3)C=CC1